[2,6-difluoro-4-[2-(3-pyridinyl)ethynyl]phenyl]-3'-methyl-spiro[cyclopropane-1,5'-imidazo[1,2-a]imidazol]-6'-one FC1=C(C(=CC(=C1)C#CC=1C=NC=CC1)F)C1=NC=2N(C1C)C1(C(N2)=O)CC1